2,4-DimethylOxyquinoline COC1=NC2=CC=CC=C2C(=C1)OC